potassium arachidate (icosanoate) C(CCCCCCCCCCCCCCCCCCC)(=O)[O-].C(CCCCCCCCCCCCCCCCCCC)(=O)O.[K+]